1,8-diazabicyclo[5.4.0]-7-undecenium naphthoate C1(=CC=CC2=CC=CC=C12)C(=O)[O-].[NH+]12CCCCCC2=NCCC1